2,3-dimethylpropylene glycol CC(CO)(CC)O